CC1=CC2=C(C(=C1)O)C(=O)C3=C([C@H]2[C@H]4[C@@H]([C@H]([C@H]([C@@H](O4)OC(=O)C)O)OC(=O)C=C(C)C)O)C=CC=C3O The molecule is a C-glycosyl compound that is 1,8-dihydroxy-3-methylanthracen-9(10H)-one substituted by a 1-O-acetyl-3-O-senecioyl-alpha-L-lyxopyranosyl moiety at position 10 via a C-glycosidic linkage (the 10R stereoisomer). It is isolated from the leaves of Alvaradoa haitiensis and exhibits cytotoxicity against human oral epidermoid carcinoma. It has a role as a metabolite and an antineoplastic agent. It is a C-glycosyl compound, an acetate ester, a member of anthracenes and a polyphenol. It derives from a 3-methylbut-2-enoic acid.